Barium dodecyl sulfate S(=O)(=O)(OCCCCCCCCCCCC)[O-].[Ba+2].C(CCCCCCCCCCC)OS(=O)(=O)[O-]